(R)-2-((1-(4-cyano-6-methyl-2-(piperidin-1-yl)quinolin-8-yl)ethyl)amino)benzoic acid C(#N)C1=CC(=NC2=C(C=C(C=C12)C)[C@@H](C)NC1=C(C(=O)O)C=CC=C1)N1CCCCC1